CN1C=C(C(C2=CC=CN=C12)=O)C(=O)O (E)-1-methyl-4-oxo-1,8-naphthyridine-3-carboxylic acid